(2R,5S)-tert-butyl 4-(7-bromo-2,6-dichloro-3-cyano-8-fluoroquinolin-4-yl)-2,5-dimethylpiperazine-1-carboxylate BrC1=C(C=C2C(=C(C(=NC2=C1F)Cl)C#N)N1C[C@H](N(C[C@@H]1C)C(=O)OC(C)(C)C)C)Cl